BrC=1N=C(SC1)C(O)C=1C=NC(=NC1)OC (4-bromothiazol-2-yl)(2-methoxypyrimidin-5-yl)methanol